BrC=1C=CC2=C(N(C(CC(=C2)C(=O)OC)=O)CC2=CC=C(C=C2)OC)C1 methyl 8-bromo-1-(4-methoxybenzyl)-2-oxo-2,3-dihydro-1H-benzo[b]azepine-4-carboxylate